tert-butyl (S)-(5-(2-(2-aminopyridin-3-yl)-5-morpholino-3H-imidazo[4,5-b]pyridin-3-yl)-2,3-dihydro-1H-inden-1-yl)carbamate NC1=NC=CC=C1C1=NC=2C(=NC(=CC2)N2CCOCC2)N1C=1C=C2CC[C@@H](C2=CC1)NC(OC(C)(C)C)=O